PENTANEDIAMIDE C(CCCC(=O)N)(=O)N